Cl.O1C(=CC=C1)C1=NN2C(N=C(C=C2)NC[C@H]2CNCCO2)=C1C#N 2-(2-Furyl)-5-[[(2R)-morpholin-2-yl]methylamino]pyrazolo[1,5-a]pyrimidine-3-carbonitrile hydrochloride